FC1=C2NC(C(=NC2=CC=C1C=O)C)=O 5-fluoro-2-methyl-3-oxo-3,4-dihydroquinoxaline-6-carbaldehyde